C(C)C1C(NC=CC1C1=CC=C2C(N(C3(C2=C1)CC3)C)=O)(C)C ethyl-2,2-dimethyl-4-(2'-methyl-3'-oxospiro[cyclopropane-1,1'-isoindolin]-6'-yl)-3,4-dihydro-2H-pyridine